C1(=CC=CC=C1)C=1C=CC(=NC1)OB(O)O (5-phenylpyridin-2-yl)boric acid